[Ir+].CC1=NC2=C3N=C(C=CC3=CC=C2C=C1)C (2,9-dimethyl-1,10-phenanthroline) iridium (I)